6-((4-fluorophenyl)sulfonyl)-2-methoxy-5,6,7,8-tetrahydro-1,6-naphthyridine-3-carboxylic acid FC1=CC=C(C=C1)S(=O)(=O)N1CC=2C=C(C(=NC2CC1)OC)C(=O)O